[S].[Cr] chromium sulfur